O=C1NC(CCC1N1C(C2=CC=CC(=C2C1)C1=CC(=NC=C1)CC=1C(=NC=CC1)C(=O)N)=O)=O ((4-(2-(2,6-dioxopiperidin-3-yl)-1-oxoisoindolin-4-yl)pyridin-2-yl)methyl)picolinamide